N-(4-(6-(4-(3-(2-(dimethylamino)ethyl)ureido)phenyl)-1H-benzo[d]imidazol-1-yl)phenyl)acetamide CN(CCNC(NC1=CC=C(C=C1)C=1C=CC2=C(N(C=N2)C2=CC=C(C=C2)NC(C)=O)C1)=O)C